FC1(CN(C1)C1=CC(=CC=2N1N=CC2)NC(C2=C(C=C(C=C2)[N+](=O)[O-])N2CCC1(CC1)CC2)=O)F N-(7-(3,3-difluoroazetidin-1-yl)pyrazolo[1,5-a]pyridin-5-yl)-4-nitro-2-(6-azaspiro[2.5]oct-6-yl)benzamide